2-(6-(((R)-1-(3-(difluoromethyl)-2-fluorophenyl)ethyl)amino)-5-(1,3-dioxolan-2-yl)-2-methoxypyrimidin-4-yl)-N-(1-methylcyclopropyl)propionamide FC(C=1C(=C(C=CC1)[C@@H](C)NC1=C(C(=NC(=N1)OC)C(C(=O)NC1(CC1)C)C)C1OCCO1)F)F